[Cl-].C(CCCCCCCCCCCCCCC)CC[NH+]1CCOCC1 cetylethyl-morpholinium chloride